FC1=CC=C(C=C1)C=1N=CN(C1C1=NC(=NC=C1)OC)C1CCNCC1 4-(4-(4-fluorophenyl)-1-(piperidin-4-yl)-1H-imidazol-5-yl)-2-methoxypyrimidine